O1CC(CC1)NC(=O)C=1C=C(C=2N(N1)C=CC2)CC2=CC=C(C=C2)C2=CC=NC=C2 N-[Tetrahydrofuran-3-yl]4-[4-(4-pyridyl)-benzyl]-pyrrolo[1,2-b]pyridazine-2-carboxamide